[N+](#[C-])C(CCCCCCCCCCCCCCCC)(CCCCCCCC\C=C/C\C=C/CCCCC)S(=O)(=O)C1=CC=C(C=C1)C 1-(((26Z,29Z)-17-isocyanopentatriaconta-26,29-dien-17-yl)sulfonyl)-4-methylbenzene